2-cyclohexyl-N-(1-isopropylpiperidin-4-yl)-7-methoxy-8-(3-(pyrrolidin-1-yl)propoxy)-3H-benzo[e][1,4]diazepin-5-amine C1(CCCCC1)C=1CN=C(C2=C(N1)C=C(C(=C2)OC)OCCCN2CCCC2)NC2CCN(CC2)C(C)C